(2-fluoro-4-((7-methoxyquinolin-4-yl)oxy)phenyl)(imino)(methyl)-λ6-sulfanone FC1=C(C=CC(=C1)OC1=CC=NC2=CC(=CC=C12)OC)S(=O)(C)=N